FC(F)N1N=C(C2=NC(=CC=C21)C2=C1CCCC1=CC=C2)C=2C=NN(C2)C (difluoromethyl)-5-(2,3-dihydro-1H-inden-4-yl)-3-(1-methyl-1H-pyrazol-4-yl)-1H-pyrazolo[4,3-b]pyridine